ClC1=C(C=CC=C1OC)C(=O)N1C[C@H]2CO[C@](CN2CC1)(O)C1=C(C=CC=C1)Cl (2-chloro-3-methoxyphenyl)((3R,9aS)-3-(2-chlorophenyl)-3-hydroxyhexahydropyrazino[2,1-c][1,4]oxazin-8(1H)-yl)methanone